CC=1C=C(C=C)C=CC1 m-Methylstyrene